C(C)(C)(C)C1=CC=C(C=C1)C=1NC(=C(C1)C(=O)NCCN(C)C)C1=CC=CC=C1 (4-(tert-butyl)phenyl)-N-(2-(dimethylamino)ethyl)-5-phenylAzole-4-carboxamide